C(C1=CC=CC=C1)N1CCN(CC1)CCCCCCC1=CC=CC=2C3=CC=CC=C3NC12 (6-(4-benzylpiperazin-1-yl)hexyl)-9H-carbazole